((6-bromo-4-(2,2-difluoroethoxy)pyridin-2-yl)imino)dimethyl-λ6-sulfanone BrC1=CC(=CC(=N1)N=S(=O)(C)C)OCC(F)F